3-(benzyloxy)-4-ethoxybenzoic acid methyl ester COC(C1=CC(=C(C=C1)OCC)OCC1=CC=CC=C1)=O